C(C)(C)(C)N1N=C(C(=C1)CCN[C@H](C(=O)N1C[C@]2(C[C@H]1C(N)=O)C(NC1=CC=CC=C12)=O)CC1CC1)C(=O)O (tert-butyl)-4-(2-(((S)-1-((3R,5'S)-5'-carbamoyl-2-oxospiro[indol-3,3'-pyrrolidin]-1'-yl)-3-cyclopropyl-1-oxopropan-2-yl)amino)ethyl)-1H-pyrazole-3-carboxylic acid